6-(((1S,2S,4S)-4-(3-(difluoro-methoxy)phenyl)-2-(dimethyl-amino)cyclohexyl)oxy)-2-methyl-N-(pyrimidin-4-yl)pyridine-3-sulfonamide FC(OC=1C=C(C=CC1)[C@@H]1C[C@@H]([C@H](CC1)OC1=CC=C(C(=N1)C)S(=O)(=O)NC1=NC=NC=C1)N(C)C)F